(2E)-2-methyl-2-butenoic acid methyl ester COC(\C(=C\C)\C)=O